4-(4-oxo-2-thioxo-1,3-diazaspiro[4.4]non-3-yl)-2-trifluoromethyl-benzonitrile O=C1N(C(NC12CCCC2)=S)C2=CC(=C(C#N)C=C2)C(F)(F)F